2-(2-ethoxy-2-oxo-ethyl)-4-iodo-5-methyl-pyrazole-3-carboxylic acid C(C)OC(CN1N=C(C(=C1C(=O)O)I)C)=O